(4-bromo-2,6-dimethylphenyl)methylamine BrC1=CC(=C(C(=C1)C)CN)C